ClC1=C(C(=O)N2C[C@@H]3CC[C@H](C2)N3C3=CC(=CC=2N3C=NC2)S(=O)(=O)NCCCF)C=CC(=C1)F 5-[(1S,5R)-3-(2-chloro-4-fluoro-benzoyl)-3,8-diazabicyclo[3.2.1]octan-8-yl]-N-(3-fluoropropyl)imidazo[1,5-a]pyridine-7-sulfonamide